carboxymethylbutyl-hydroxychroman C(=O)(O)CC1C(OC2=CC=CC=C2C1)(O)CCCC